FC=1C=C(C=C(C1)F)C1CC(=NN1C(=O)C12CC(C1)(C2)CN2N=CC(=C2)C#N)C 1-((3-(5-(3,5-difluorophenyl)-3-methyl-4,5-dihydro-1H-pyrazole-1-carbonyl)-bicyclo[1.1.1]pentan-1-yl)methyl)-1H-pyrazole-4-carbonitrile